C(CCC)=O 1-butanal